C(CCC)OC1=C(C=C(C(=O)NC2CCN(CC2)S(=O)(=O)C)C=C1OC)OC 4-butoxy-3,5-dimethoxy-N-(1-(methylsulfonyl)piperidin-4-yl)benzamide